NC1=CC=C(OC2=CC(=C(C=C2)C2=C(C=C(C=C2)OC2=CC=C(C=C2)N)OCCCC(=O)O)OCCCC(=O)O)C=C1 4,4'-bis(4-aminophenoxy)-2,2'-bis(3-carboxypropoxy)biphenyl